3-(2-(2,4-dihydroxyphenyl)imidazo[4,5-d]pyrrolo[2,3-b]pyridin-1(6H)-yl)pyrrolidin OC1=C(C=CC(=C1)O)C1=NC=2C(=C3C(=NC2)NC=C3)N1C1CNCC1